2-((3,3-dimethyl-1-oxo-1,3-dihydroisobenzofuran-5-yl)amino)pyrimidine-5-carboxylic acid ethyl ester C(C)OC(=O)C=1C=NC(=NC1)NC=1C=C2C(OC(C2=CC1)=O)(C)C